tert-butyl 2-(3-cyano-5-(isoindolin-2-ylmethyl) pyridin-2-yl)-2,7-diazaspiro[3.5]nonane-7-carboxylate C(#N)C=1C(=NC=C(C1)CN1CC2=CC=CC=C2C1)N1CC2(C1)CCN(CC2)C(=O)OC(C)(C)C